C(C=C)(=O)NC1=CC=C2C(=NC(=NC2=C1)C)N1C[C@@H](CC1)NC(OC(C)(C)C)=O (R)-tert-butyl (1-(7-acrylamido-2-methylquinazolin-4-yl)pyrrolidin-3-yl)carbamate